1,3-dimethylimidazole bromine salt [Br].CN1CN(C=C1)C